N-[3-methyl-4-(2-phenylsulfanylethylamino)phenyl]Sulfonylbenzamide CC=1C=C(C=CC1NCCSC1=CC=CC=C1)S(=O)(=O)NC(C1=CC=CC=C1)=O